C(C)(C)(C)C1=CC=C(C=C1)[I+]C1=CC=C(C=C1)C(C)(C)C.CC1=CC=C(C=C1)S(=O)(=O)[O-] p-toluenesulfonic acid di(4-tert-butylphenyl)iodonium salt